C(C1=CC=CC=C1)OC(=O)N[C@@H](C(NCCOCCOCCOCCOCCOCCOCCOCCOC)=O)[C@H](C(NCCCC(=O)OC(C)(C)C)=O)NC(=O)OCC1=CC=CC=C1 (28R,29R)-tert-butyl 28,29-bis(((benzyloxy) carbonyl) amino)-27,30-dioxo-2,5,8,11,14,17,20,23-octaoxa-26,31-diazapentatriacontan-35-oate